2-((5-bromo-2-methoxy-4-(4-morpholinopiperidin-1-yl)phenyl)amino)-5-chloropyrimidine BrC=1C(=CC(=C(C1)NC1=NC=C(C=N1)Cl)OC)N1CCC(CC1)N1CCOCC1